ClC=1C=C(C=2N(C1)C=C(N2)C(=O)N[C@]2(COCCC2)C)C2=C(C=CC=C2)OCC(F)(F)F (R)-6-chloro-N-(3-methyltetrahydro-2H-pyran-3-yl)-8-(2-(2,2,2-trifluoroethoxy)phenyl)imidazo[1,2-a]pyridine-2-carboxamide